NC1=C2C(=NC=N1)N(N=C2C#CC=2C(=CC1=C(N=C(O1)NC1CC1)C2)F)[C@@H]2CN(CC2)C(C=C)=O (S)-1-(3-(4-amino-3-((2-(cyclopropylamino)-6-fluorobenzo[d]oxazol-5-yl)ethynyl)-1H-pyrazolo[3,4-d]pyrimidin-1-yl)pyrrolidin-1-yl)prop-2-en-1-one